BrC1=CC=C(C=C1)[C@H](C)NC(=O)C1(CCOCC1)N1C[C@@H](CC1)OC1=CC(=CC=C1)C(F)(F)F N-((S)-1-(4-Bromophenyl)ethyl)-4-((R)-3-(3-(trifluoromethyl)phenoxy)pyrrolidin-1-yl)tetrahydro-2H-pyran-4-carboxamide